ClC1=NN=C(C2=C1CSC2)Cl 1,4-dichloro-5,7-dihydrothieno[3,4-d]pyridazine